oxan-3-yl acetate C(C)(=O)OC1COCCC1